C(N)(OC(C)(CCC(C(C)C)N1CC2(C1)CN(CC2)C=2N=CN=NC2OC2=C(C=C(C=C2)F)C(N(C(C)C)CC)=O)C)=O (5-(6-(6-(2-(ethyl (isopropyl) carbamoyl)-4-fluorophenoxy)-1,2,4-triazin-5-yl)-2,6-diazaspiro[3.4]octan-2-yl)-2,6-dimethylheptan-2-yl) carbamate